ClC=1C(=C(C=CC1)[C@@H](CCN(C)C)N)F (R)-1-(3-chloro-2-fluorophenyl)-N3,N3-dimethylpropane-1,3-diamine